Sodium phenylphosphate C1(=CC=CC=C1)OP(=O)([O-])[O-].[Na+].[Na+]